CC1C(N(C2CC1C2)C(=O)C2=NC(=CC=C2N2N=CC=N2)C)CNC2=NC=C(C=N2)C(F)(F)F N-({4-methyl-2-[6-methyl-3-(2H-1,2,3-triazol-2-yl)pyridine-2-carbonyl]-2-azabicyclo[3.1.1]hept-3-yl}methyl)-5-(trifluoromethyl)pyrimidin-2-amine